1-(5-chloropyridin-2-yl)-N-(5-hydroxypyridin-2-yl)piperidine-4-sulfonamide ClC=1C=CC(=NC1)N1CCC(CC1)S(=O)(=O)NC1=NC=C(C=C1)O